(3R)-4-amino-3-methyl-N-((3S,4S)-3-methyltetrahydro-2H-pyran-4-yl)-N-((5-(trifluoromethyl)-2-pyridinyl)methyl)-1,3-dihydrofuro[3,4-c]quinoline-8-carboxamide NC1=NC=2C=CC(=CC2C2=C1[C@H](OC2)C)C(=O)N(CC2=NC=C(C=C2)C(F)(F)F)[C@@H]2[C@@H](COCC2)C